N=1C=NC=2C1C1=CC=CN(C1=CC2)C(=O)[O-] imidazo[4,5-f]quinoline-6-carboxylate